N1=C(C=CC=C1)C1=CC=C(C(=O)N)C=C1 4-(pyridin-2-yl)benzamide